[3-[4-(7H-pyrrolo[2,3-d]-pyrimidin-4-yl)-1H-pyrazol-1-yl]-1-(1-{[2-(trifluoromethyl)-pyrimidin-4-yl]-carbonyl}piperidin-4-yl)azetidin-3-yl]acetonitrile N1=CN=C(C2=C1NC=C2)C=2C=NN(C2)C2(CN(C2)C2CCN(CC2)C(=O)C2=NC(=NC=C2)C(F)(F)F)CC#N